FC(C(=O)O)(F)F.ClC1=CC=C(C[C@@H]2N(C[C@@H](OC2)CF)C2CCN(CC2)C=2NC(=NN2)N)C=C1 5-(4-((2R,5S)-5-(4-chlorobenzyl)-2-(fluoromethyl)morpholino)piperidin-1-yl)-4H-1,2,4-triazol-3-amine 2,2,2-trifluoroacetate